C1N(CC2=CC=CC=C12)C=1OC2=C(C=C(C=C2C(C1)=O)C)[C@H](C)NC1=C(C(=O)O)C=CC=C1 (S)-2-((1-(2-(isoindolin-2-yl)-6-methyl-4-oxo-4H-chromen-8-yl)ethyl)amino)benzoic acid